ClC1=NC=C(C(=C1F)C#N)C 2-chloro-3-fluoro-5-methylpyridine-4-carbonitrile